3-(5-methyl-4-(trifluoromethyl)thiazol-2-yl)bicyclo[1.1.1]pentane-1-carboxylic acid CC1=C(N=C(S1)C12CC(C1)(C2)C(=O)O)C(F)(F)F